ClC=1C=C(C=NC1N1N=CC=C1)NC(=O)C=1C=NN(C1C(F)(F)F)C=1C=CC=C2C=CN=CC12 N-(5-Chloro-6-(1H-pyrazol-1-yl)pyridin-3-yl)-1-(isochinolin-8-yl)-5-(trifluoromethyl)-1H-pyrazol-4-carboxamid